2,3,8,9,14,15-hexafluorobisquinoxalino[2,3-a:2',3'-C]phenazine FC=1C(=CC2=NC3=C(C4=NC5=CC(=C(C=C5N=C4C4=C3N=C3C=C(C(=CC3=N4)F)F)F)F)N=C2C1)F